FC(C(C)(C)C1=NN=C(O1)C(=O)OCC)F ethyl 5-(1,1-difluoro-2-methylpropan-2-yl)-1,3,4-oxadiazole-2-carboxylate